5-bromo-2-chloro-3-hydroxy-4-(2-hydroxyethyl)benzoic acid methyl ester COC(C1=C(C(=C(C(=C1)Br)CCO)O)Cl)=O